1-(3-((7H-pyrrolo[2,3-d]pyrimidin-4-yl)amino)-4-morpholinophenyl)-3-cyclopentylurea N1=CN=C(C2=C1NC=C2)NC=2C=C(C=CC2N2CCOCC2)NC(=O)NC2CCCC2